NCCOC1=CC=C(C=C1)N=NC1=CC=C(C=C1)OCCCC 4-Aminoethoxy-4'-butoxyazobenzene